[K+].[K+].C(CCCCCCCCC(=O)[O-])(=O)[O-] sebacic acid dipotassium salt